C(C)(C)(C)OC(NC1=CC(=C(C=C1)F)C(NC1=CC(=CC=C1)C(F)(F)F)=O)=O [4-fluoro-3-(3-trifluoromethylphenylcarbamoyl)phenyl]carbamic acid t-butyl ester